C(C1=CC=CC=C1)C1=C(SC2=C1CN([C@@H](C=1N2C(=NN1)C)C)C(=O)OCC1=CC=CC=C1)C benzyl (R)-3-benzyl-2,6,9-trimethyl-4H-thieno[3,2-f][1,2,4]triazolo[4,3-a][1,4]diazepine-5(6H)-carboxylate